2-chloro-N-((1-methyl-1H-pyrazol-5-yl)carbamoyl)acetamide ClCC(=O)NC(NC1=CC=NN1C)=O